(1-(6-((1-(4-(difluoromethyl)phenyl)-4-methyl-1H-1,2,3-triazol-5-yl)methoxy)pyridine-3-yl)azetidin-3-yl)(morpholino)methanone FC(C1=CC=C(C=C1)N1N=NC(=C1COC1=CC=C(C=N1)N1CC(C1)C(=O)N1CCOCC1)C)F